NC1=C(SC=2N=C(N=CC21)C)C(=O)NC2CC=1C(=CC(=NC1CC2)N2CC1(C(CCO1)C)C(C2)N)F 5-amino-N-(2-{9-amino-4-methyl-1-oxa-7-azaspiro[4.4]nonan-7-yl}-4-fluoro-5,6,7,8-tetrahydroquinolin-6-yl)-2-methylthieno[2,3-d]pyrimidine-6-carboxamide